C[C@@H](CC)NC(O[C@H]1C[C@H](CC1)C1=CC(=NN1)NC(CC1=NN(N=C1)C)=O)=O (1R,3S)-3-(3-{[(2-methyl-2H-1,2,3-triazol-4-yl)acetyl]amino}-1H-pyrazol-5-yl)cyclopentyl (2S)-butan-2-ylcarbamate